C(C)(=O)OCC1=C(C=CC=C1N1C(C2=CC=C(C=C2CC1)C1CC1)=O)Br 2-bromo-6-(6-cyclopropyl-1-oxo-3,4-dihydro-1H-isoquinolin-2-yl)-benzyl acetate